C1(CC1)NC1=C(C(=C(C(=C1)F)I)F)[N+](=O)[O-] N-cyclopropyl-3,5-difluoro-4-iodo-2-nitroaniline